Methyl N2-((S)-2-((((3-chlorobenzyl)oxy)carbonyl)amino)-3-cyclohexylpropanoyl)-N5-methylglutaminate ClC=1C=C(COC(=O)N[C@H](C(=O)N[C@@H](CCC(NC)=O)C(=O)OC)CC2CCCCC2)C=CC1